C(C)(C)(C)OC(C[C@H](C(=O)O)C1CCC1)=O (S)-4-(tert-butoxy)-2-cyclobutyl-4-oxobutanoic acid